3-bromo-6,8-difluoro-2,2-dimethyl-7-((triisopropylsilyl)oxy)chroman-4-one BrC1C(OC2=C(C(=C(C=C2C1=O)F)O[Si](C(C)C)(C(C)C)C(C)C)F)(C)C